[Te].[Cd].[Hg] Mercury-Cadmium Tellurium